[C@H]12CC(C[C@@H]2C1)N1C(C(=CC2=C1N=C(N=C2)NC2CCN(CC2)S(=O)(=O)C)C(F)F)=O 8-((1R,3R,5S)-bicyclo[3.1.0]hexan-3-yl)-6-(difluoromethyl)-2-((1-(methylsulfonyl)piperidin-4-yl)amino)pyrido[2,3-d]pyrimidin-7(8H)-one